OC=1C=CC=2C=CC3=C(C4=C(S3)C=3C=CC=CC3C(=C4)O)C2C1 2,12-dihydroxydinaphthothiophene